(2S)-4-methoxy-2-(6-(2-methyl-2H-pyrazolo[3,4-b]pyridin-5-yl)thieno[2,3-b]pyridin-2-yl)-2-butanol COCC[C@](C)(O)C1=CC=2C(=NC(=CC2)C2=CC=3C(N=C2)=NN(C3)C)S1